FCC1C(N(CC2N1C(CCN2C(=O)OC(C)(C)C)=O)CC(CC)C)=O tert-butyl 6-(fluoromethyl)-8-(2-methylbutyl)-4,7-dioxohexahydro-2H-pyrazino[1,2-a]pyrimidine-1(6H)-carboxylate